naphthalen-1-yl-propionic acid C1(=CC=CC2=CC=CC=C12)C(C(=O)O)C